(2-(((1S,2S)-2-Hydroxycyclohexyl)amino)-6-((2,4,4-trimethylpentan-2-yl)amino)pyrimidin-4-yl)(4-phenylpiperazin-1-yl)methanone O[C@@H]1[C@H](CCCC1)NC1=NC(=CC(=N1)C(=O)N1CCN(CC1)C1=CC=CC=C1)NC(C)(CC(C)(C)C)C